C(C=C)(=O)N1CC2(C1)CC(C2)N2N=C(C(=C2C)C2=C1C=NNC1=CC(=C2Cl)C)N2C[C@@H]1[C@H](CC2)C(N(C1)C)=O |o1:30,31| (3aS*,7aS*)-5-(1-(2-acryloyl-2-azaspiro[3.3]heptan-6-yl)-4-(5-chloro-6-methyl-1H-indazol-4-yl)-5-methyl-1H-pyrazol-3-yl)-2-methyloctahydro-1H-pyrrolo[3,4-c]pyridin-1-one